(2R)-REL-6-fluoro-3,4-dihydro-2-(2R)-2-oxiranyl-2H-1-benzopyran FC=1C=CC2=C(CC[C@@H](O2)[C@@H]2OC2)C1 |o1:8,10|